2-(difluoromethyl)-4-nitro-1H-benzo[d]imidazole FC(C1=NC2=C(N1)C=CC=C2[N+](=O)[O-])F